3,12-Diisopropyl-2,13-dimethyl-tetradecane-3,12-diol C(C)(C)C(C(C)C)(CCCCCCCCC(C(C)C)(O)C(C)C)O